C(C)(C)(C)N(C(O)=O)CCOCCOC1=C(C=C(C=C1OC)\C=C\C(N1CCC=CC1=O)=O)OC.NCCNCCC[Si](OC)(OC)C N-(2-Aminoethyl)(3-aminopropyl)methyldimethoxysilane tert-butyl-(E)-(2-(2-(2,6-dimethoxy-4-(3-oxo-3-(6-oxo-3,6-dihydropyridin-1(2H)-yl)prop-1-en-1-yl)phenoxy)ethoxy)ethyl)carbamate